2-phenyl-3-(trifluoromethyl)-5-(2-(trifluoromethyl)pyridin-4-yl)-5,6,7,8-tetrahydro-4H-pyrazolo[1,5-a][1,4]diazepin-4-one C1(=CC=CC=C1)C1=NN2C(C(N(CCC2)C2=CC(=NC=C2)C(F)(F)F)=O)=C1C(F)(F)F